tert-butyl 7-[8-[2-[[tert-butyl(dimethyl)silyl]oxymethyl]thieno[3,2-b]pyridin-7-yl]-6-chloro-3,4-dihydro-2H-quinolin-1-yl]-5-azaspiro[3.4]octane-5-carboxylate [Si](C)(C)(C(C)(C)C)OCC1=CC2=NC=CC(=C2S1)C=1C=C(C=C2CCCN(C12)C1CN(C2(CCC2)C1)C(=O)OC(C)(C)C)Cl